[(1S,12S,14R)-9-methoxy-4-methyl-11-oxa-4-azatetracyclo[8.6.1.01,12.06,17]heptadeca-6(17),7,9,15-tetraen-14-yl]benzoate COC=1C=CC=2CN(CC[C@]34[C@@H](OC1C42)C[C@H](C=C3)OC(C3=CC=CC=C3)=O)C